CC1=C(C(=O)O)C=CC(=C1C)O 2,3-dimethyl-4-hydroxybenzoic acid